[Br-].ClC1=CC=C(C[N+]2=CC=C(C=C2)CCCNC(=O)C2=CC=3C(C4=CC=CC(=C4C(C3C(=C2)O)=O)O)=O)C=C1 (1-(4-chlorobenzyl)-4-(3-(4,5-dihydroxy-9,10-dioxo-9,10-dihydroanthracene-2-carboxamido)propyl)pyridin-1-ium) bromide salt